hexacosahexenoic acid C(C=CC=CC=CC=CC=CC=CCCCCCCCCCCCCC)(=O)O